4-(2-chloro-3-methoxyphenyl)-3-methyl-1H-pyrrole-2-carboxylic acid methyl ester COC(=O)C=1NC=C(C1C)C1=C(C(=CC=C1)OC)Cl